ethoxycarbonylmethyl-4,4'-bipyridinium chloride [Cl-].C(C)OC(=O)C[N+]1=CC=C(C=C1)C1=CC=[NH+]C=C1.[Cl-]